1-(hydroxymethyl)-2-oxabicyclo[2.1.1]hexane-4-carboxylic acid OCC12OCC(C1)(C2)C(=O)O